C(C1=CC=CC=C1)C(CNC(C1=CC=CC=C1)(C1=CC=CC=C1)C1=CC=CC=C1)N benzyl-N'-trityl-ethane-1,2-diamine